5-(4-(3-chloropropoxy)phenyl)-6-methoxy-4-methyl-3a,7a-dihydrothieno[3,2-B]pyridin-7(4H)-one ClCCCOC1=CC=C(C=C1)C1=C(C(C2C(N1C)C=CS2)=O)OC